OCCC1=CSC=C1 2-hydroxy-1-(thiophene-3-yl)ethane